C(C)(C)C1=C(C(=C(C=C1C1=C(C=CC=C1)OC)C1=C(C=CC=C1)OC)C(C)C)I 2,6-diisopropyl-3,5-bis(2-methoxyphenyl)-iodobenzene